Ethyl 2-{[3-fluoro-4-(methylsulfonyl)phenyl]amino}-4-{[(1S)-2-hydroxy-1-phenylethyl]amino}pyrimidine-5-carboxylate FC=1C=C(C=CC1S(=O)(=O)C)NC1=NC=C(C(=N1)N[C@H](CO)C1=CC=CC=C1)C(=O)OCC